2-((2,4-dimethoxy-6-(4-methoxystyryl) benzyl) (phenyl) amino)-2-oxoethyl acetate C(C)(=O)OCC(=O)N(C1=CC=CC=C1)CC1=C(C=C(C=C1C=CC1=CC=C(C=C1)OC)OC)OC